1-(4-(1-isopropyl-6-((6-(trifluoromethyl)pyrimidin-4-yl)amino)-1H-pyrrolo[3,2-c]pyridin-4-yl)-3,6-dihydropyridin-1(2H)-yl)prop-2-en-1-one C(C)(C)N1C=CC=2C(=NC(=CC21)NC2=NC=NC(=C2)C(F)(F)F)C=2CCN(CC2)C(C=C)=O